COCCN1CC2=CC=C(C=C2C1)NC(N)=O 3-(2-(2-methoxyethyl)isoindolin-5-yl)urea